4-amino-7-chloro-N-(1-(pyrimidin-2-yl)ethyl)-N-((5-(trifluoromethyl)pyridin-2-yl)methyl)pyrrolo[1,2-a]quinoxaline-8-formamide NC=1C=2N(C3=CC(=C(C=C3N1)Cl)C(=O)N(CC1=NC=C(C=C1)C(F)(F)F)C(C)C1=NC=CC=N1)C=CC2